C1(=CC=CC=C1)N(C(=O)N1C=NC2=C1C=CC=C2)C2=C(C=C(C=C2)C)C N-phenyl-N-(2,4-dimethylphenyl)-1H-benzimidazole-1-carboxamide